O1C(OCC1)C=1C=CC(=NC1)C1=C2CCNC2=CC(=C1)F 4-(5-(1,3-Dioxolan-2-yl)pyridin-2-yl)-6-fluoroindoline